tert-butyl 4-((3-methylpyrazin-2-yl)amino)piperidine-1-carboxylate CC=1C(=NC=CN1)NC1CCN(CC1)C(=O)OC(C)(C)C